(Z)-N-(4-(((6-bromo-2-oxoindolin-3-ylidene)(phenyl)methyl)amino)phenyl)-2-(4-methylpiperazin-1-yl)acetamide BrC1=CC=C2/C(/C(NC2=C1)=O)=C(\C1=CC=CC=C1)/NC1=CC=C(C=C1)NC(CN1CCN(CC1)C)=O